trans-4-hydroxyprolin O[C@@H]1C[C@H](NC1)C(=O)O